C(CCCC)\C(=C/C(=O)O)\CCCCCCCC (E)-3-pentylundec-2-enoic acid